FC=1C=2C3CCC(OCC4C(CCCN4C(COC2C=CC1)=O)[N+](=O)[O-])CC3 (1s,19s)-3-fluoro-15-nitro-8,18-dioxa-11-azatetracyclo[17.2.2.02,7.011,16]tricosa-2(7),3,5-trien-10-one